C(=C\C)/[C@H]1[C@H](C1)CO ((1S,2S)-2-((E)-PROP-1-EN-1-YL)CYCLOPROPYL)METHANOL